(2R,3R)-3-amino-4-((4-((4-(tert-butyl)phenyl)amino)cyclohexyl)amino)butan-2-ol N[C@@H]([C@@H](C)O)CNC1CCC(CC1)NC1=CC=C(C=C1)C(C)(C)C